1,3-Dioxanon O1C(OCCC1)=O